BrC=1C=C(C=C(C1)Cl)C1=NC(=NC(=N1)C1=CC=CC=C1)C1=CC=CC=C1 2-(3-Bromo-5-chlorophenyl)-4,6-diphenyl-1,3,5-triazine